C(C1=CC=CC=C1)OC1=CC(=NC=2C=C[N+](CC12)=O)C1=C(C=C(C(=C1)F)C(F)(F)F)OC1=C(C(=C(C=C1)F)F)OC 4-benzyloxy-2-[2-(3,4-difluoro-2-methoxy-phenoxy)-5-fluoro-4-(trifluoromethyl)phenyl]-6-oxo-1,6-naphthyridine-6-ium